methyl 4-bromo-3-hydroxy-2-methyl-benzoate BrC1=C(C(=C(C(=O)OC)C=C1)C)O